(S)-4-(4-((5-(6-methylpyridin-2-yl)pyrazolo[1,5-a]pyrimidin-7-yl)amino)-1H-pyrrolo[2,3-b]pyridin-2-yl)butan-2-ol CC1=CC=CC(=N1)C1=NC=2N(C(=C1)NC1=C3C(=NC=C1)NC(=C3)CC[C@H](C)O)N=CC2